NC=1N(C(C=2C=C(C=NC2C1C#N)Br)=O)C1=C(C(=CC=C1C)OCOC)C 7-Amino-3-bromo-6-(3-(methoxymethoxy)-2,6-dimethylphenyl)-5-oxo-5,6-dihydro-1,6-naphthyridine-8-carbonitrile